CC1=CC=2C(=NC=C(C2)C(=O)OCCSCCSCCO)N1C1CCC1 2'-(ethylenedithio)diethanol methyl-1-cyclobutyl-1H-pyrrolo[2,3-b]pyridine-5-carboxylate